tri-isopropylaluminium C(C)(C)[Al](C(C)C)C(C)C